CN(C1CCN(CC1)CC(=O)N1[C@@H](CCC1)C#N)C1=C2C=CC=NC2=CC=C1 (2S)-1-[2-[4-[methyl-(5-quinolinyl)amino]-1-piperidinyl]acetyl]pyrrolidine-2-carbonitrile